CC(C=C)(CCC=C(C)C)CC(=O)O.C(C)(=O)O ACETATE (3,7-dimethylocta-1,6-dien-3-yl acetate)